C(C)N1[C@@H](CCCC1)COC=1C=C2CN(C(C2=CC1)=O)[C@@H]1C(NC(CC1)=O)=O (S)-3-(5-(((S)-1-ethylpiperidin-2-yl)methoxy)-1-oxoisoindolin-2-yl)piperidine-2,6-dione